NC1=CC=C(C=C1)SC1=C(C=C(C=C1)N)CC 4-((4-aminophenyl)thio)-3-ethylbenzenamine